N-methyl-5-[2-[(1-methylsulfonylpiperidin-4-yl)amino]-5-(trifluoro-methyl)pyrimidin-4-yl]-1,3-thiazol-2-amine CNC=1SC(=CN1)C1=NC(=NC=C1C(F)(F)F)NC1CCN(CC1)S(=O)(=O)C